ClCC\C=C/CCCCCCCC(OCCCCCCC)OCCCCCCC (3Z)-1-chloro-12,12-diheptyloxy-3-dodecene